C(C1=CC=CC=C1)OC=1C=2N(C(=CC1)/C=C/C(=O)OC(C)(C)C)N=CN2 (E)-tert-butyl 3-(8-(benzyloxy)-[1,2,4]triazolo[1,5-a]pyridin-5-yl)acrylate